C1(C(C1)CCO)CCO 1,2-cyclopropanediethanol